FC1(C(C1)C(=O)N1[C@H]([C@H](CCC1)NS(=O)(=O)C)COC1CCN(CC1)C1=C(C=CC=C1)F)F N-(cis-1-((2,2-difluorocyclopropyl)carbonyl)-2-(((1-(2-fluorophenyl)piperidin-4-yl)oxy)methyl)piperidin-3-yl)methanesulfonamide